ClC=1C=C(C=CC1)[C@@H](C)O |r| (±)-1-(3-chlorophenyl)ethan-1-ol